(R)-1-(4-chloro-3-(cyclohexyloxy)phenyl)-N-((1R,2R)-1-(3-chloro-4-cyclopropoxyphenyl)-1-hydroxy-3-(pyrrolidin-1-yl)propan-2-yl)pyrrolidine-3-carboxamide ClC1=C(C=C(C=C1)N1C[C@@H](CC1)C(=O)N[C@@H]([C@H](O)C1=CC(=C(C=C1)OC1CC1)Cl)CN1CCCC1)OC1CCCCC1